N-((5-((2-(2,2,2-trifluoroacetyl)-2-azaspiro[3.3]heptan-6-yl)oxy)-6-(trifluoromethyl)pyridin-2-yl)methyl)acetamide FC(C(=O)N1CC2(C1)CC(C2)OC=2C=CC(=NC2C(F)(F)F)CNC(C)=O)(F)F